BrC1=CN(C(C=2C=CC=NC12)=O)CC1=C(C=C(C=C1)C1=NN(C=C1)C)F 8-Bromo-6-(2-fluoro-4-(1-methyl-1H-pyrazol-3-yl)benzyl)-1,6-naphthyridin-5(6H)-one